2-((1-(pyridin-2-yl)-1H-1,2,3-triazol-4-yl)methyl)oxazole-4-carboxylic acid N1=C(C=CC=C1)N1N=NC(=C1)CC=1OC=C(N1)C(=O)O